(5-chloro-6-(oxazol-4-ylmethoxy)-1H-indol-2-yl)methanamine ClC=1C=C2C=C(NC2=CC1OCC=1N=COC1)CN